FC(S(=O)(=O)[O-])(F)F.OC=1C=CC(=C2C=CC=NC12)C=CC1=[N+](C2=CC(=C(C=C2C=C1)C)C)C 2-[2-(8-Hydroxyquinolin-5-yl)-vinyl]-1,6,7-trimethylquinolinium trifluoromethanesulfonate